CC=1C=C(C=C(C1C(=O)CC[Si](C)(C)C)C)CCC(=O)O 3-(3,5-dimethyl-4-((2-(trimethylsilyl)ethyl)carbonyl)phenyl)propanoic acid